FC(C(=O)[O-])(F)F.COC=1C=C(C=CC2=NC(=NC(=C2)C=CC2=CC(=CC=C2)OC)OCCCCCNC(=[NH2+])N)C=CC1 5-(4,6-bis(3-methoxystyryl)pyrimidin-2-oxy)pentylguanidinium trifluoroacetate